C(C)(C)N1C2=C(NCC1=O)N=CC(=N2)C=2C(=CC(=NC2)C(=O)N)C 5-(8-isopropyl-7-oxo-5,6,7,8-tetrahydropyrazino[2,3-b]pyrazin-2-yl)-4-methylpyridinecarboxamide